FC=1C=C2C=NN(C2=CC1C1=NC=CC2=C1C=NN2CC(=O)O)C [4-(5-fluoro-1-methylindazol-6-yl)pyrazolo[4,3-c]pyridin-1-yl]acetic acid